C(CCCCCCCCCCC)CC(=O)O.C(C)(=O)OCCCCCCCCCCCC lauryl Acetate (Dodecyl Acetate)